5-chloro-1'-(2-{[2-(2-hydroxypropan-2-yl)pyrimidin-5-yl]oxy}ethyl)-1,2-dihydrospiro[indole-3,4'-piperidin]-2-one ClC=1C=C2C(=CC1)NC(C21CCN(CC1)CCOC=1C=NC(=NC1)C(C)(C)O)=O